CC1=CC=C(C=C1)N1C(OC(=C1C(C)=O)C)=O 3-(4'-methylphenyl)-4-acetyl-5-methyl-oxazol-2(3H)-one